(R)-4-(2,2-dimethyl-[1,3]dioxolan-4-ylmethoxy)-3-ethyl-N-hydroxy-5-methyl-benzamidine CC1(OC[C@H](O1)COC1=C(C=C(C(=N)NO)C=C1C)CC)C